FC1=C(C=C(C(=C1F)F)F)[B-](C1=C(C(=C(C(=C1)F)F)F)F)(C1=C(C(=C(C(=C1)F)F)F)F)C1=C(C(=C(C(=C1)F)F)F)F.[CH+]1C=CC=CC=C1 tropylium tetrakis(2,3,4,5-tetrafluorophenyl)borate